N-(3-(4-(1-((5R,9S)-1,7-dioxaspiro[4.4]nonan-9-yl)-1H-pyrazol-4-yl)-3-methoxypyridin-2-yl)-1-methyl-1H-pyrazolo[3,4-c]pyridin-5-yl)cyclopropanecarboxamide O1CCC[C@@]12COC[C@@H]2N2N=CC(=C2)C2=C(C(=NC=C2)C2=NN(C1=CN=C(C=C12)NC(=O)C1CC1)C)OC